7-((2s,5r)-2,5-dimethyl-4-(1-(quinoxalin-6-yl)ethyl)piperazin-1-yl)-3,4-dimethyl-2,4-dihydro-5H-pyrazolo[4,3-b]pyridin-5-one C[C@@H]1N(C[C@H](N(C1)C(C)C=1C=C2N=CC=NC2=CC1)C)C=1C=2C(N(C(C1)=O)C)=C(NN2)C